CC1=NN2C(C=CC=C2C)=N1 2,5-dimethyl-[1,2,4]triazolo[1,5-a]pyridine